(S)-2-((3-(1-(6-((Carboxymethyl)carbamoyl)pyridin-3-yl)-2-oxo-1,2-dihydro-3H-imidazo[4,5-b]pyridin-3-yl)pyrrolidin-1-yl)methyl)-1-methyl-1H-imidazole-5-carboxylic Acid C(=O)(O)CNC(=O)C1=CC=C(C=N1)N1C(N(C2=NC=CC=C21)[C@@H]2CN(CC2)CC=2N(C(=CN2)C(=O)O)C)=O